C1(CC1)CCOC=1C=C2CC(N3C(C2=CC1C=1SC=CN1)=CC(C(=C3)C(=O)O)=O)C3=CC=CC=C3 9-(2-cyclopropylethoxy)-2-oxo-6-phenyl-10-(thiazol-2-yl)-6,7-dihydro-2H-pyrido[2,1-a]isoquinoline-3-carboxylic acid